(6Z,9Z)-3,4-epoxy-octadecadienol C(=CC1=C(CCCCCCCCCCCCCC)O1)O